CN(C1COC1)CCC=1SC2=C(N1)C=C(C=C2)C2=NC[C@H](CC2)C (S)-N-methyl-N-(2-(5-(5-methyl-3,4,5,6-tetrahydropyridin-2-yl)benzo[d]thiazol-2-yl)Ethyl)Oxetan-3-amine